pyran-2-yl methyl sulfate S(=O)(=O)(OC1OC=CC=C1)OC